(3R,6E)-7-[2-cyclopropyl-4-(4-fluorophenyl)-3-quinolyl]-3-hydroxy-5-oxo-6-heptenoic acid methyl ester COC(C[C@@H](CC(\C=C\C=1C(=NC2=CC=CC=C2C1C1=CC=C(C=C1)F)C1CC1)=O)O)=O